C(C)(C)(C)OC(=O)N1CCC(CC1)COC=1C=C(C=CC1)[C@@H](CC(=O)[O-])C1CC1 (S)-3-(3-((1-(tert-Butoxycarbonyl) piperidin-4-yl) methoxy) phenyl)-3-cyclopropylpropionate